tetra-methylene succinate C1(CCC(=O)OCCCCO1)=O